CC1=C(C(=O)NC2(CC2)C2=CC(=CC3=CC=CC=C23)C2=CC=CC=C2)C=C(C=C1)OCC1N(CC1)C 2-Methyl-5-((1-methylazetidin-2-yl)methoxy)-N-(1-(3-phenylnaphthalen-1-yl)cyclopropyl)benzamide